4-((4-fluorophenyl)carbamoyl)-3-hydroxy-1-(6-(trifluoromethyl)pyridin-3-yl)pyridazin-1-ium-5-thiolate FC1=CC=C(C=C1)NC(=O)C1=C(N=[N+](C=C1[S-])C=1C=NC(=CC1)C(F)(F)F)O